N(=[N+]=[N-])[C@@H]1[C@@H](N(CC1(F)F)C(=O)OC(C)(C)C)CC1=C(C(=CC=C1)Cl)F |r| rac-tert-Butyl (2S,3R)-3-azido-2-[(3-chloro-2-fluorophenyl)methyl]-4,4-difluoropyrrolidine-1-carboxylate